CS(=O)(=O)NCCNC(O[C@@H]1CC[C@H](CC1)C(N(C[C@@H]1CC[C@H](CC1)C1=CC(=C(C=C1)OC)C)C1=CC(=CC=C1)C=1C=NN(C1)C1CC1)=O)=O trans-4-((3-(1-Cyclopropyl-1H-pyrazol-4-yl)phenyl)((trans-4-(4-methoxy-3-methylphenyl)cyclohexyl)methyl)carbamoyl)cyclohexyl (2-(methylsulfonamido)ethyl)carbamate